N1N=CC2=CC(=CC=C12)CN1C(N(C(C2=CC=CC=C12)=O)C=1C=C(OCC(=O)NC(C)C)C=CC1)=O 2-(3-(1-((1H-Indazol-5-yl)methyl)-2,4-dioxo-1,2-dihydroquinazolin-3(4H)-yl)phenoxy)-N-isopropylacetamide